OC1C2COC3CCC(C(COCC(N2CCC1)=O)C)CC3 5-hydroxy-14-methyl-2,12-dioxa-9-azatricyclo[13.2.2.04,9]nonadecan-10-one